di(n-hexyl) azelate C(CCCCCCCC(=O)OCCCCCC)(=O)OCCCCCC